FC1([C@@H]([C@H](CCC1)OC1CCN(CC1)C(C)C)N)F (1R,6S)-2,2-difluoro-6-[(1-isopropylpiperidin-4-yl)oxy]cyclohexan-1-amine